OC1=CC(=CC2=C1OC(O2)(C2=CC=CC=C2)C2=CC=CC=C2)C(=O)OC2=CC(=CC1=C2OC(O1)(C1=CC=CC=C1)C1=CC=CC=C1)C(=O)OC1=CC(=CC=2OC(OC21)(C2=CC=CC=C2)C2=CC=CC=C2)C(=O)OC(C)(C)C 6-(tert-butoxycarbonyl)-2,2-diphenylbenzo[d][1,3]dioxol-4-yl 7-((7-hydroxy-2,2-diphenylbenzo[d][1,3]dioxole-5-carbonyl) oxy)-2,2-diphenylbenzo[d][1,3]dioxole-5-carboxylate